1-[(2R,4S,5R)-5-(chloromethyl)-4-hydroxy-5-(hydroxymethyl)oxolan-2-yl]-3H-pyrimidine-2,4-dione ClC[C@]1([C@H](C[C@@H](O1)N1C(NC(C=C1)=O)=O)O)CO